C1(CC1)C1=NNC=C1C#CC#CCC(C=1C(N(C=CC1)C)=O)C1=C(C=CC(=C1)F)F 3-Cyclopropyl-4-(6-(2,5-difluorophenyl)-6-(1-methyl-2-oxo-1,2-dihydropyridin-3-yl)hex-1,3-diyn-1-yl)pyrazole